FC(C(=O)O)(F)F.FC(C(=O)O)(F)F.C=1CC(C=C2C3=CC=CC=C3C=CC12)=O phenanthren-3-one bis(2,2,2-trifluoroacetate)